5-O-β-D-glucopyranosyl-L-ascorbic acid [C@@H]1([C@H](O)[C@@H](O)[C@H](O)[C@H](O1)CO)O[C@H]([C@@H]1C(=C(C(=O)O1)O)O)CO